(2R,4aR,9aR)-7-((E)-3,5-bis((1-methyl-1H-1,2,3-triazol-4-yl)methoxy)-4-(3-methylbut-2-en-1-yl)styryl)-5-methoxy-1,1,4a-trimethyl-2,3,4,4a,9,9a-hexahydro-1H-xanthen-2-ol CN1N=NC(=C1)COC=1C=C(/C=C/C2=CC(=C3O[C@@]4(CC[C@H](C([C@H]4CC3=C2)(C)C)O)C)OC)C=C(C1CC=C(C)C)OCC=1N=NN(C1)C